BrC=1C(=CC=2C3=C(C(=NC2C1F)S(=O)C)C=CN3[C@@H]3C[C@H](N(CC3)C(=O)OC(C)(C)C)CC#N)Cl tert-butyl (2S,4S)-4-(7-bromo-8-chloro-6-fluoro-4-(methylsulfinyl)-1H-pyrrolo[3,2-c]quinolin-1-yl)-2-(cyanomethyl)piperidine-1-carboxylate